2,6-Dihydroxybenzaldehyd OC1=C(C=O)C(=CC=C1)O